sodium 2-nitro-6-(trifluoromethyl)benzenethiol [N+](=O)([O-])C1=C(C(=CC=C1)C(F)(F)F)S.[Na]